FC(S(=O)(=O)OC1=CC(CC1)NC(=O)OC(C)(C)C)(F)F 3-((tert-butoxycarbonyl)amino)cyclopent-1-en-1-yl trifluoromethanesulfonate